C12(CC(C1)C2)NC(=O)C2=NC(=NC=C2)Cl N-(bicyclo[1.1.1]pentan-1-yl)-2-chloropyrimidine-4-carboxamide